tert-butyl (R)-3-(4-(1-(3-((tert-butoxycarbonyl)amino)propyl)-1H-pyrazol-4-yl)-3-chlorophenoxy)-2-hydroxypropanoate C(C)(C)(C)OC(=O)NCCCN1N=CC(=C1)C1=C(C=C(OC[C@H](C(=O)OC(C)(C)C)O)C=C1)Cl